3-chloro-6-(chloromethyl)pyridazine ({6-[1-(1-ethoxyethyl)-1H-pyrazol-4-yl]-5-fluoropyrimidin-4-yl}carbamothioyl)carbamate C(C)OC(C)N1N=CC(=C1)C1=C(C(=NC=N1)NC(=S)NC(O)=O)F.ClC=1N=NC(=CC1)CCl